(2S)-N-ethyl-2-[2-methyl-4-[1-tetrahydropyran-2-yl-3-(2-triisopropylsilylethynyl)indazol-5-yl]pyrazol-3-yl]oxy-propan-1-amine C(C)NC[C@H](C)OC=1N(N=CC1C=1C=C2C(=NN(C2=CC1)C1OCCCC1)C#C[Si](C(C)C)(C(C)C)C(C)C)C